C(C)(=O)OC1=C(C(=O)NC=2SC(=CN2)[N+](=O)[O-])C=CC=C1 2-acetoxy-N-(5-nitro-2-thiazolyl)benzamide